3-butyl-3-(((9-(oxiran-2-yl)nonyl)oxy)methyl)oxetan C(CCC)C1(COC1)COCCCCCCCCCC1OC1